4,5-dimethoxy-2-nitrocinnamamide COC1=CC(=C(C=CC(=O)N)C=C1OC)[N+](=O)[O-]